1-fluoro-3-isobutyl-5-(trifluoromethoxy)benzene FC1=CC(=CC(=C1)OC(F)(F)F)CC(C)C